[Na].CC1=NN(C(=C1)C)CC1=CC=C(O1)C(=O)O 5-((3,5-dimethyl-1H-pyrazol-1-yl)methyl)furan-2-carboxylic acid sodium